FC(C=1C=C2CN(CC2=CC1)S(=O)(=O)C1=C(C=C(C=C1)C=1C=NNC1)OC)(F)F 5-trifluoromethyl-2-((2-methoxy-4-(1H-pyrazol-4-yl)phenyl)sulfonyl)isoindoline